(3r,5r,7r)-1-(2'-bromo-5-fluoro-2-(methoxymethoxy)-[1,1'-biphenyl]-3-yl)-3,5,7-trimethyladamantane BrC1=C(C=CC=C1)C1=C(C(=CC(=C1)F)C12CC3(CC(CC(C1)(C3)C)(C2)C)C)OCOC